CO[C@@H]1CCOC1 (3R,4R)-4-methoxytetrahydrofuran